CC1=C(OC=2C(=CC(N(C2)C)=O)C=2C3=C(C(N(C2)C)=O)NC(=C3)C=3C=NN(C3C)CC(F)(F)F)C(=CC=C1)C 4-(5-(2,6-dimethylphenoxy)-1-methyl-2-oxo-1,2-dihydropyridin-4-yl)-6-methyl-2-(5-methyl-1-(2,2,2-trifluoroethyl)-1H-pyrazol-4-yl)-1,6-dihydro-7H-pyrrolo[2,3-c]pyridin-7-one